(P)-1-(6-(4-(1,6-dimethyl-1H-indazol-7-yl)-3,7,7-trimethyl-7,8-dihydro-5H-pyrano[4,3-b]pyridin-2-yl)-2,6-diazaspiro[3.4]octan-2-yl)-2-propen-1-one CN1N=CC2=CC=C(C(=C12)C1=C2C(=NC(=C1C)N1CC3(CN(C3)C(C=C)=O)CC1)CC(OC2)(C)C)C